CN(CCOCCN(CCO)C)C 2-[[2-[2-(dimethylamino)ethoxy]ethyl]methylamino]ethanol